(2R,5S)-5-((R)-2-(2-hydroxy-4-(2-(2-methoxyethoxy)ethoxy)phenyl)-4,5-dihydrooxazol-4-yl)-1-methylpyrrolidine-2-carboxylic acid OC1=C(C=CC(=C1)OCCOCCOC)C=1OC[C@H](N1)[C@@H]1CC[C@@H](N1C)C(=O)O